C(C)(C)(C)[Si](C)(C)OC1=CC(OC(O1)(C)C)=C tert-butyl-((2,2-dimethyl-4-methylene-4H-1,3-dioxin-6-yl)oxy)dimethylsilane